1-N'-[5-fluoro-6-[7-(2-hydroxyethoxy)-6-(methylcarbamoyl)-quinolin-4-yl]oxypyridin-3-yl]-1-N-(4-fluorophenyl)cyclopropane-1,1-dicarboxamide FC=1C=C(C=NC1OC1=CC=NC2=CC(=C(C=C12)C(NC)=O)OCCO)NC(=O)C1(CC1)C(=O)NC1=CC=C(C=C1)F